(S)-(7-nitro-5-sulfamoyl indoline-2-yl) carbamate C(N)(O[C@@H]1NC2=C(C=C(C=C2C1)S(N)(=O)=O)[N+](=O)[O-])=O